zinc (II) 2,3,7,8,12,13,17,18-octaethyl-21h,23h-porphyrin C(C)C1=C2NC(=C1CC)C=C1C(=C(C(=N1)C=C1C(=C(C(N1)=CC=1C(=C(C(N1)=C2)CC)CC)CC)CC)CC)CC.[Zn+2]